COC=1C(=CC2=C(N=C(S2)NC(C(CC)C2=CC=C(C=C2)S(=O)(=O)CC)=O)C1)OC N-(5,6-dimethoxybenzothiazol-2-yl)-2-[4-(ethylsulfonyl)phenyl]butanamide